5-Acetamidopyridin-3-yl 4-(4-chloro-3-isopropoxybenzyl)piperazine-1-carboxylate ClC1=C(C=C(CN2CCN(CC2)C(=O)OC=2C=NC=C(C2)NC(C)=O)C=C1)OC(C)C